FC1=C(C=C(C(=C1)C)C1=CC(=NC(=C1)N1CCOCC1)C=1C=NN(C1)C)NC(=O)N1C[C@@H](CC1)C(C(F)(F)F)(F)F (3R)-N-{2-fluoro-4-methyl-5-[2-(1-methylpyrazol-4-yl)-6-(morpholin-4-yl)pyridin-4-yl]phenyl}-3-(1,1,2,2,2-pentafluoroethyl)pyrrolidine-1-carboxamide